tert-butyl 5-(difluoromethoxy)-4-(1-hydroxyethyl)-7-methyl-1H-indole-1-carboxylate FC(OC=1C(=C2C=CN(C2=C(C1)C)C(=O)OC(C)(C)C)C(C)O)F